FC1(CN(CC[C@]1(O)C)C1=NC=CC(=N1)NC=1N=CC2=C(C=NC(=C2C1)C(C)C)N1[C@@H]([C@H](C1)CS(=O)(=O)C)C)F (4R)-3,3-difluoro-1-[4-({8-[(2R,3S)-3-(methanesulfonyl-methyl)-2-methylazetidin-1-yl]-5-(propan-2-yl)-2,6-naphthyridin-3-yl}amino)pyrimidin-2-yl]-4-methyl-piperidin-4-ol